C(C)(C)N(C(SSC(N(C(C)C)C(C)C)=S)=S)C(C)C tetra(iso-propyl)thiuram disulfide